ClC1=CC(NC=N1)(C(=O)NC)C1=NC=CC=C1C1CNCC(O1)CN(C)C 6-chloro-4-((6-((dimethylamino)methyl)morpholin-2-yl)pyridin-2-yl)-N-methylpyrimidine-4-carboxamide